(S)-10-((R)-3-aminopyrrolidin-1-yl)-9-fluoro-3-methyl-7-oxo-2,3-dihydro-7H-[1,4]oxazino[2,3,4-ij]quinoline-6-carboxylic acid N[C@H]1CN(CC1)C1=C(C=C2C(C(=CN3C2=C1OC[C@@H]3C)C(=O)O)=O)F